2-(4-chloro-3-fluorophenoxy)-N-(3-{[5-(trifluoromethyl)pyridin-3-yl]amino}bicyclo[1.1.1]pent-1-yl)acetamide ClC1=C(C=C(OCC(=O)NC23CC(C2)(C3)NC=3C=NC=C(C3)C(F)(F)F)C=C1)F